N[C@@H]1[C@@H](CCCC1)N1CCN(CC1)C(=O)OC(C)(C)C tert-Butyl 4-((1R,2S)-2-aminocyclohexyl)piperazine-1-carboxylate